OC1=C(C=C(CCN)C=C1)OC 4-hydroxy-3-methoxyphenethylamine